[I-].[C@@H]1(C[C@H](O)[C@@H](CO)O1)N1C(=O)N=C(N)C=C1 2'-deoxycytidine iodide